3-(rac-1,2-dideutero-1-methyl-ethyl)-N-(4-piperidinyl)-6-(trifluoromethyl)imidazo[1,2-a]pyridin-8-amine [2H][C@](C[2H])(C)C1=CN=C2N1C=C(C=C2NC2CCNCC2)C(F)(F)F |r|